(S)-4-(4-(pyrimidin-4-yl)piperidin-2-yl)benzoate N1=CN=C(C=C1)C1C[C@H](NCC1)C1=CC=C(C(=O)[O-])C=C1